tert-Butyl (2S)-2-{[(3S,4E)-6-(2,3-dihydro-1H-indol-1-yl)-6-oxohex-4-en-3-yl]carbamoyl}-1,4-oxazepane-4-carboxylate N1(CCC2=CC=CC=C12)C(/C=C/[C@H](CC)NC(=O)[C@H]1OCCCN(C1)C(=O)OC(C)(C)C)=O